C(C)(C)(C)OC(=O)N1C[C@@H]([C@H](CC1)C1=CC=CC=2N(C(N(C21)C)=O)C2C(NC(CC2)=O)=O)O (3R,4R)-4-[1-(2,6-dioxo-3-piperidyl)-3-methyl-2-oxo-benzoimidazol-4-yl]-3-hydroxy-piperidine-1-carboxylic acid tert-butyl ester